acryloylethyl-dimethyl-amine, ethyl-acryloylethyl-trimethyl-ammonium salt C(C)C([N+](C)(C)CC)C(C=C)=O.C(C=C)(=O)CN(C)CC